ClC=1C(=NC(=NC1)NC1=C(C=C(C(=C1)C)C=1CC(N(C(C1)(C)C)C)(C)C)OC(C)C)NC1=C(C=CC=C1)S(=O)(=O)C(C)C 5-chloro-N2-(2-isopropoxy-5-methyl-4-(1,2,2,6,6-pentamethyl-1,2,3,6-tetrahydropyridin-4-yl)phenyl)-N4-(2-(isopropylsulfonyl)phenyl)pyrimidine-2,4-diamine